C(C)OC(=O)C1=CC2=C(N=C(S2)N2CCC3(COC(O3)C=3C(=NOC3C3CC3)C3=C(C=CC=C3Cl)Cl)CC2)C(=C1)F 2-(2-(5-cyclopropyl-3-(2,6-dichlorophenyl)isoxazol-4-yl)-1,3-dioxa-8-azaspiro[4.5]dec-8-yl)-4-fluorobenzo[d]thiazole-6-carboxylic acid ethyl ester